4-((3-chloro-1,4-dioxo-1,4-dihydronaphthalen-2-ylamino)methyl)-N-(quinolin-8-yl)benzamide ClC1=C(C(C2=CC=CC=C2C1=O)=O)NCC1=CC=C(C(=O)NC=2C=CC=C3C=CC=NC23)C=C1